CC1(COCC1)NC1=NC(=CC=C1N)C1=NC=CC=C1 N2-(3-methyl-tetrahydrofuran-3-yl)-6-(2-pyridyl)pyridine-2,3-diamine